(S)-1-((3R,4R)-4-((tert-butyldiphenylsilyl)oxy)-3-methyltetrahydrofuran-3-yl)-2-methylpiperazine [Si](C1=CC=CC=C1)(C1=CC=CC=C1)(C(C)(C)C)O[C@@H]1[C@](COC1)(C)N1[C@H](CNCC1)C